(4-{6-[2-(7-Chloro-5-fluoro-2-methyl-benzo[b]thiophen-3-yl)-ethylamino]-pyrimidin-4-yl}-2-ethoxy-phenyl)-acetic acid ClC1=CC(=CC2=C1SC(=C2CCNC2=CC(=NC=N2)C2=CC(=C(C=C2)CC(=O)O)OCC)C)F